C(C)(C)(C)OC(=O)N([C@H](C(=O)O[C@@H](C(=O)OCC1=CC=CC=C1)CC1=CC=C(C=C1)SC(F)(F)F)CC(C)(C)F)C (2R)-1-(benzyloxy)-1-oxo-3-[4-[(trifluoromethyl)sulfanyl]phenyl]propan-2-yl (2S)-2-[[(tert-butoxy)carbonyl](methyl)amino]-4-fluoro-4-methylpentanoate